NC1=NC=CC=C1C1=NC=2C(=NC(=CC2)C2=CC(=NC=C2)C#N)N1C1=CC=C(CN2CCC(CC2)NC2=NC(=NC=C2)C#N)C=C1 4-((1-(4-(2-(2-aminopyridin-3-yl)-5-(2-cyanopyridin-4-yl)-3H-imidazo[4,5-b]pyridin-3-yl)benzyl)piperidin-4-yl)amino)pyrimidine-2-carbonitrile